C(C)(C)(C)OC(=O)NC(C)(C)C1CCC(CC1)CS(=O)(=O)O.C(C1=CC=CC=C1)SC=1C(=NC(=CC1)Cl)CCO[Si](C1=CC=CC=C1)(C1=CC=CC=C1)C(C)(C)C 3-(benzylsulfanyl)-2-{2-[(tert-butyldiphenylsilyl)oxy]ethyl}-6-chloropyridine (1r,4r)-4-(2-((tert-butoxy-carbonyl)amino)propan-2-yl)cyclohexyl-methanesulfonate